FC1=C(C(=C2C=CNC2=C1F)S(=O)C)OC=1C=CC(=C(C1)C1=NN(C=N1)[C@@]1(CCOC2=C(C=CC=C12)CCC(=O)O)C)F 3-[(4R)-4-[3-[5-[(6,7-difluoro-4-methylsulfinyl-1H-indol-5-yl)oxy]-2-fluoro-phenyl]-1,2,4-triazol-1-yl]-4-methyl-chroman-8-yl]propanoic acid